ONC(=O)[C@@H]1C[C@@H]2N(C=3C=CC=CC3N(C2)C2=CC=C(C=C2)C(F)(F)F)CC1 (6aS,8S)-N-hydroxy-5-(4-(trifluoromethyl)phenyl)-6,6a,7,8,9,10-hexahydro-5H-pyrido[1,2-a]quinoxaline-8-carboxamide